5-{{2-[4-(6-bromohexanoyl)piperazin-1-yl]ethyl}amino}-2-(2,6-dioxopiperidin-3-yl)isoindoline-1,3-dione BrCCCCCC(=O)N1CCN(CC1)CCNC=1C=C2C(N(C(C2=CC1)=O)C1C(NC(CC1)=O)=O)=O